C(C)(C)(C)OCC(F)C1=NC=CC(=C1)Cl 2-(2-tert-butoxy-1-fluoro-ethyl)-4-chloro-pyridine